CN1CC(C1)NCC(O)C=1C=NC=CC1 α-[[(1-Methyl-3-azetidinyl)amino]methyl]-3-pyridinemethanol